3-{trans-4-[(6,7-dimethoxy-4-quinolinyl)oxy]cyclohexyl}-1-[3-(trifluoromethyl)phenyl]-2,4-imidazolidinedione COC=1C=C2C(=CC=NC2=CC1OC)O[C@@H]1CC[C@H](CC1)N1C(N(CC1=O)C1=CC(=CC=C1)C(F)(F)F)=O